C[C@H]1N([C@@H](CN(C1)C(=O)C1=CC=C2CCN(C2=C1)C)C)C(=O)C1=C(C=C(C=C1)OC)F ((2R,6R)-2,6-dimethyl-4-(1-methylindoline-6-carbonyl)piperazin-1-yl)(2-fluoro-4-methoxyphenyl)methanone